2'-chloro-3'-(2,6-dioxopiperidin-3-yl)-N-(isoxazol-3-yl)-[1,1'-biphenyl]-4-carboxamide ClC1=C(C=CC=C1C1C(NC(CC1)=O)=O)C1=CC=C(C=C1)C(=O)NC1=NOC=C1